1-(3-(trifluoromethoxy)phenyl)cyclopropan-1-amine hydrochloride Cl.FC(OC=1C=C(C=CC1)C1(CC1)N)(F)F